methyl 2-(4-amino-2-(2-((4-(trifluoromethyl)phenyl)amino)pyrimidin-4-yl)phenyl)acetate NC1=CC(=C(C=C1)CC(=O)OC)C1=NC(=NC=C1)NC1=CC=C(C=C1)C(F)(F)F